CC1=CC=C(C=C1)S(=O)(=O)O.C(CCC)C=1OC2=C(N1)C=CC(=C2)CCC(CN)=CF 4-(2-butylbenzo-[d]oxazol-6-yl)-2-(fluoromethylene)-butan-1-amine 4-methylbenzene-sulfonate